COC1=CC(=C(C=C1)B(O)O)C(F)(F)F 4-METHOXY-2-(TRIFLUOROMETHYL)PHENYLBORONIC ACID